N[C@@H]1CN(C[C@H]1O)C(=O)OC(C)(C)C tert-butyl trans-3-amino-4-hydroxy-1-pyrrolidine-carboxylate